2-fluoro-4-((4-(3-methyl-1,2,4-oxadiazol-5-yl)pyridin-2-yl)oxy)aniline FC1=C(N)C=CC(=C1)OC1=NC=CC(=C1)C1=NC(=NO1)C